(2R,3R,5R)-4-[[3-(4-Fluoro-2-methoxy-3-methyl-phenyl)-5-methyl-5-(trifluoromethyl)tetrahydrofuran-2-carbonyl]amino]pyridin-2-carboxamid FC1=C(C(=C(C=C1)[C@@H]1[C@@H](O[C@](C1)(C(F)(F)F)C)C(=O)NC1=CC(=NC=C1)C(=O)N)OC)C